potassium 4-(butoxycarbonyl)-2-hydroxybenzenesulfonate C(CCC)OC(=O)C1=CC(=C(C=C1)S(=O)(=O)[O-])O.[K+]